Methyl 4-(N-(2-bromo-5-chloro-4-(trifluoromethyl)phenyl)sulfamoyl)-2,5-dimethyl-1H-pyrrole-3-carboxylate BrC1=C(C=C(C(=C1)C(F)(F)F)Cl)NS(=O)(=O)C=1C(=C(NC1C)C)C(=O)OC